COC(CCCC(=O)O)C.C(C)(=O)OCCCCOC methoxybutyl acetate (3-methoxybutyl acetate)